3,5-difluoro-4-ethoxyphenylboronic acid FC=1C=C(C=C(C1OCC)F)B(O)O